N-(2-(((2R,3R,4R,5S,6S)-6-((7H-purin-6-yl)amino)-4,5-dihydroxy-2-(hydroxymethyl)tetrahydro-2H-pyran-3-yl)amino)-2-oxoethyl)-N-methylpentadecanamide N1=CN=C2N=CNC2=C1N[C@@H]1[C@H]([C@@H]([C@H]([C@@H](O1)CO)NC(CN(C(CCCCCCCCCCCCCC)=O)C)=O)O)O